6-((5-Chloro-4-((2-(dimethylphosphoryl)phenyl)amino)pyrimidin-2-yl)amino)benzo[b]thiophene-1,1-dioxide ClC=1C(=NC(=NC1)NC=1C=CC2=C(S(C=C2)(=O)=O)C1)NC1=C(C=CC=C1)P(=O)(C)C